tert-butyl ((1R,2R,4R,5S)-4-methyl-8-(1H-tetrazol-5-yl)-8-azabicyclo[3.2.1]octan-2-yl)carbamate C[C@@H]1C[C@H]([C@H]2CC[C@@H]1N2C2=NN=NN2)NC(OC(C)(C)C)=O